1-methyl-1H-imidazole-2-sulfonyl chloride CN1C(=NC=C1)S(=O)(=O)Cl